6-[[(3R)-1-Ethyl-3-piperidyl]amino]-3-[2-hydroxy-6-methyl-4-(trifluoromethyl)phenyl]-4-methyl-1,2,4-triazin-5-on C(C)N1C[C@@H](CCC1)NC=1C(N(C(=NN1)C1=C(C=C(C=C1C)C(F)(F)F)O)C)=O